N1CCC(CC1)CCOC=1C=CC2=C(NN=N2)C1 6-[2-(piperidin-4-yl)ethoxy]-1,2,3-benzotriazole